CN1CCN(CC1)C1=CC=C(C=C1)NC=1N=CC2=C(N1)CN(CC2)C(=O)OC(C)(C)C tert-butyl 2-{[4-(4-methylpiperazin-1-yl) phenyl] amino}-5H,6H,7H,8H-pyrido[3,4-d]pyrimidine-7-carboxylate